5-fluoro-4-(6-hydroxy-3-oxo-5,6-dihydro[1,2,4]triazolo[4,3-a]pyridin-2(3H)-yl)-2-{[(2S)-1,1,1-trifluoropropan-2-yl]oxy}benzamide FC=1C(=CC(=C(C(=O)N)C1)O[C@H](C(F)(F)F)C)N1N=C2N(CC(C=C2)O)C1=O